1-ethyl-3-methylcyclohexane C(C)C1CC(CCC1)C